Cl.CC=1SC(=CN1)C1=NC(=NC=C1C(F)(F)F)NC1CCNCC1 4-(2-methylthiazol-5-yl)-N-(piperidin-4-yl)-5-(trifluoromethyl)pyrimidin-2-amine HCl salt